C(C)(C)NS(=O)(=O)C N-isopropylmethylsulfonamide